COC(=O)C=1N(C=C(C1)Br)CCC#N 4-bromo-1-(2-cyanoethyl)-1H-pyrrole-2-carboxylic acid methyl ester